6-(6,6-Difluoro-4-(2-fluoro-5-((4-oxo-7-(prop-1-ynyl)-3,4-dihydrophthalazin-1-yl)methyl)benzoyl)-1,4-diazepan-1-yl)nicotinonitrile FC1(CN(CCN(C1)C1=NC=C(C#N)C=C1)C(C1=C(C=CC(=C1)CC1=NNC(C2=CC=C(C=C12)C#CC)=O)F)=O)F